C1(CCCCC1)C(=O)C=1C=C2C=CC=C(C2=CC1)C=1C=C2C=CNC(C2=CC1)=O 6-[6-(cyclohexanecarbonyl)-1-naphthyl]-2H-isoquinolin-1-one